N-acetoacetyl-p-trifluoromethylaniline C(CC(=O)C)(=O)NC1=CC=C(C=C1)C(F)(F)F